NCC(=O)N1CCN(CC1)C1=CC=C(C=N1)C(=O)NC1=NN(C(=C1)C1=NC2=C(N1)C=CC=C2)C 6-[4-(2-aminoacetyl)piperazin-1-yl]-N-[5-(1H-benzimidazol-2-yl)-1-methyl-pyrazol-3-yl]pyridine-3-carboxamide